CC1CCC(N(C1)C(C(=O)NC=1C=C(C=NC1)C(=O)N)=O)C1=NC=2C=CC(NC2C=C1)=O 5-[[2-[5-methyl-2-(6-oxo-5H-1,5-Naphthyridin-2-yl)-1-piperidyl]-2-oxo-acetyl]amino]pyridine-3-carboxamide